N(C(=N)N)CC(=O)O GUANIDINOACETIC ACID